(R)-N-((R)-3-(1,3-Dioxan-2-yl)-1-(5-fluoro-2-methoxypyridin-3-yl)propyl)-2-methylpropan-2-sulfinamide O1C(OCCC1)CC[C@H](C=1C(=NC=C(C1)F)OC)N[S@](=O)C(C)(C)C